ClC=1C=C(C(=NC1)OC1=CC=C(C=C1)C1=CC(=NC=C1)CC(CC(=O)OCC)=O)F ethyl 4-(4-(4-((5-chloro-3-fluoropyridin-2-yl) oxy) phenyl) pyridin-2-yl)-3-oxobutanoate